OC(CCCCCC(=O)O)CCCCCCCCC 7-hydroxyhexadecanoic acid